4-amino-N'-(cyclopropanecarbonyl)-N-(4-(1-(difluoromethyl)-1H-pyrazol-4-yl)-2-fluoro-5-methylbenzyl)-N',1-dimethyl-1H-pyrazolo[4,3-c]quinoline-8-carbohydrazide NC1=NC=2C=CC(=CC2C2=C1C=NN2C)C(=O)N(N(C)C(=O)C2CC2)CC2=C(C=C(C(=C2)C)C=2C=NN(C2)C(F)F)F